C12N(CCC2C1)CCN1N=C2N(C(=NC(=C2C2=CC(=NC(=C2)C)C)C2=CC=CC=C2)N)C1=O 2-(2-(2-azabicyclo[3.1.0]hexane-2-yl)ethyl)-5-amino-8-(2,6-dimethylpyridin-4-yl)-7-phenyl-[1,2,4]triazolo[4,3-c]pyrimidin-3(2H)-one